NC1=C2N=C(N(C2=NC=N1)CCCNS(=O)(=O)CC(C)C)SC=1C=C2C(CCC2=CC1I)F 2-Methyl-propane-1-sulfonic acid {3-[6-amino-8-(3-fluoro-6-iodo-indan-5-ylsulfanyl)-purin-9-yl]-propyl}-amide